CC1(C(CCC1)N)C 2,2-dimethyl-cyclopentylamine